N-benzyl-1-(1-methyl-1H-imidazole-2-yl)methylamine C(C1=CC=CC=C1)NCC=1N(C=CN1)C